ClC1=C(C=C(C=C1)F)C1=CC=C(N=N1)OCC1C[C@@H]2[C@@H](CN(C2)CCC(C)(C)C)C1 (3aR,6aS)-5-[[6-(2-chloro-5-fluoro-phenyl)pyridazin-3-yl]oxymethyl]-2-(3,3-dimethylbutyl)-3,3a,4,5,6,6a-hexa-hydro-1H-cyclopenta[c]pyrrole